4-((3-(2,3-difluoro-4-methoxyphenyl)imidazo[1,2-a]pyrazin-8-yl)amino)-2-methyl-N-((1-methylpiperidin-4-yl)methyl)benzamide FC1=C(C=CC(=C1F)OC)C1=CN=C2N1C=CN=C2NC2=CC(=C(C(=O)NCC1CCN(CC1)C)C=C2)C